O(CC(C)OCCCN(C)C)CC(C)OCCCN(C)C 3,3'-[oxybis(propyleneoxy)]bis[N,N-dimethylpropylamine]